C(C1=CC=CC=C1)(=O)ON=C(C(=O)C1=CC=C(C=C1)SC1=CC=CC=C1)CCCCCC 1-[4-(phenylthio)phenyl]-1,2-octanedion-2-(O-benzoyloxime)